C(#N)C1(CC(C1)C(=O)OC)O[Si](C)(C)C methyl 3-cyano-3-[(trimethylsilyl)oxy]cyclobutane-1-carboxylate